(9S)-1-(aminomethyl)-9-ethyl-5-fluoro-9-hydroxy-4-methyl-1,2,3,9,12,15-hexahydro-10h,13h-benzo[de]pyrano[3',4':6,7]indolizino[1,2-b]quinoline-10,13-dione NCC1CCC=2C=3C1=C1C(=NC3C=C(C2C)F)C2=CC3=C(C(N2C1)=O)COC([C@]3(O)CC)=O